BrC1=C2C(N(C=NC2=CC=C1NC=1C(=C(C=CC1F)NS(=O)(=O)N1C[C@@H](CC1)OC)Cl)C)=O (R)-N-(3-((5-bromo-3-methyl-4-oxo-3,4-dihydroquinazolin-6-yl)amino)-2-chloro-4-fluorophenyl)-3-methoxypyrrolidine-1-sulfonamide